ClC1=NC2=C(C=C(C=C2C=C1)Cl)C(F)(F)F 2,6-dichloro-8-(trifluoromethyl)quinoline